P(=O)(O)(O)O[C@H]1[C@]([C@@H](O[C@@H]1CO)N1C(=O)N=C(N)C=C1)(O)F 2'-fluorocytidine-3'-phosphate